4-{8-[(2-cyano-2-methylideneethyl)amino]-7-methoxynaphthalen-2-yl}-N-[(3R,4S)-3-fluoro-1-methylpiperidin-4-yl]pyrimidine-2-carboxamide C(#N)C(CNC=1C(=CC=C2C=CC(=CC12)C1=NC(=NC=C1)C(=O)N[C@@H]1[C@@H](CN(CC1)C)F)OC)=C